C(#N)C1=CC=2C(=C(N=C(C2)NC2CCN(CC2)C)C(=O)[O-])O1 2-cyano-5-[(1-methylpiperidin-4-yl)amino]furo[2,3-c]pyridine-7-carboxylate